9-phenyl-9,10-dihydropyrido[4',3':4,5]pyrrolo[2,3-b]indole C1(=CC=CC=C1)N1C2=C(C3=CC=CC=C13)C1=C(N2)C=NC=C1